2,6-Dichloro-3-{[(2,2-dimethylpropionyl)amino]methyl}-N-[1-(1,3-thiazol-2-yl)-1H-indazol-4-yl]benzamide ClC1=C(C(=O)NC2=C3C=NN(C3=CC=C2)C=2SC=CN2)C(=CC=C1CNC(C(C)(C)C)=O)Cl